tert-butyl ((4-(2-fluoro-3-nitrophenyl)-1-methyl-1H-1,2,3-triazol-5-yl)methyl)(methyl)carbamate FC1=C(C=CC=C1[N+](=O)[O-])C=1N=NN(C1CN(C(OC(C)(C)C)=O)C)C